9-methoxy-3,4-dihydropyrazino[1,2-b]-indazol-1(2H)-one COC1=CC2=C3N(N=C2C=C1)CCNC3=O